9-(5,6,7,8-tetrahydro-1,8-naphthyridin-2-yl)nonane N1=C(C=CC=2CCCNC12)CCCCCCCCC